C(CC)(=O)OCC(=O)O[C@H](C)[C@H]1CC(CCC1)(C)C 2-[(1R)-1-[(1R)-3,3-dimethylcyclohexyl]ethoxy]-2-oxoethyl propanoate